2-[1-[2-(6-azaspiro[2.5]octan-6-yl)-4-oxo-6-(trifluoromethyl)chromen-8-yl]ethylamino]benzoic acid C1CC12CCN(CC2)C=2OC1=C(C=C(C=C1C(C2)=O)C(F)(F)F)C(C)NC2=C(C(=O)O)C=CC=C2